(E)-4,4-bis(4-chlorophenyl)-4-hydroxy-2-butenal ClC1=CC=C(C=C1)C(/C=C/C=O)(O)C1=CC=C(C=C1)Cl